ON(C(=O)N)C(C)C 1-hydroxy-1-isopropylurea